C(#N)C1=NN(C(=C1)C)C1=CC=C(C(=O)O)C=C1 4-(3-cyano-5-methyl-1H-pyrazol-1-yl)benzoic acid